(±)-4-(3-bromo-2-fluorophenoxy)-2-fluorobutanoic acid BrC=1C(=C(OCC[C@H](C(=O)O)F)C=CC1)F |r|